N-(4-cyano-2-fluorophenyl)-4-[[4-(trifluoromethyl)phenyl]methyl]-1H-pyrrole-3-sulfonamide C(#N)C1=CC(=C(C=C1)NS(=O)(=O)C1=CNC=C1CC1=CC=C(C=C1)C(F)(F)F)F